C(C)S(=O)(=O)C1=C(C=CC=C1)C(=O)N1CCN(CC1)C=1SC2=C(N1)C=CC=C2F (2-ethylsulfonylphenyl)-[4-(7-fluoro-1,3-benzothiazol-2-yl)piperazin-1-yl]methanone